[N+](=O)([O-])[O-].[Ca].[NH4+] ammonium calcium nitrate